[Ta].C(CC=C)O 3-butene-1-ol tantalum